4-((5-(((tert-butyldimethylsilyl)oxy)methyl)pyridin-3-yl)methyl)-N2-methyl-5-(3-((tetrahydro-2H-pyran-2-yl)oxy)quinolin-6-yl)-7-toluenesulfonyl-7H-pyrrolo[2,3-d]pyrimidine-2,4-diAmine [Si](C)(C)(C(C)(C)C)OCC=1C=C(C=NC1)CC1(C2=C(N=C(N1)NC)N(C=C2C=2C=C1C=C(C=NC1=CC2)OC2OCCCC2)S(=O)(=O)CC2=CC=CC=C2)N